5-(6-cyanopyridin-3-yl)-3-(2,4-difluorophenyl)-2-methylpyrazolo[1,5-a]pyrimidin-7-ol potassium [K].C(#N)C1=CC=C(C=N1)C1=NC=2N(C(=C1)O)N=C(C2C2=C(C=C(C=C2)F)F)C